methylbenzyl-ethanol CC(C)(O)CC1=CC=CC=C1